CC1(OB(OC1(C)C)CC(C)NC(OC(C)(C)C)=O)C tert-butyl N-[1-(4,4,5,5-tetramethyl-1,3,2-dioxaborolan-2-yl)propan-2-yl]carbamate